C1(CC1)NC(C1=C(C=C(C=C1)CC=1C=C2C(N(C=NC2=C(C1C)C)[C@@H]1[C@H](COCC1)O)=O)F)=O N-cyclopropyl-2-fluoro-4-((3-((3R,4S)-3-hydroxytetrahydro-2H-pyran-4-yl)-7,8-dimethyl-4-oxo-3,4-dihydroquinazolin-6-yl)methyl)benzamide